N[C@H]1CCC[C@@H]2N(C1=O)[C@@H](CC2)C(=O)N2CC(C2)C=2C=NC=CC2OCCOC2=CC=C(C=C2)C2C(NC(CC2)=O)=O 3-(4-(2-((3-(1-((3S,6S,9aS)-6-amino-5-oxooctahydro-1H-pyrrolo[1,2-a]azepine-3-carbonyl)azetidin-3-yl)pyridin-4-yl)oxy)ethoxy)phenyl)piperidine-2,6-dione